tert-butyl 1-[2-[tert-butyl(dimethyl)silyl]oxyethyl]-1,8-diazaspiro[4.5]decane-8-carboxylate [Si](C)(C)(C(C)(C)C)OCCN1CCCC12CCN(CC2)C(=O)OC(C)(C)C